(7S)-4,4'-dichloro-2-methylsulfanyl-spiro[5,8-dihydropyrano[4,3-d]pyrimidine-7,1'-indan] ClC=1C2=C(N=C(N1)SC)C[C@]1(CCC3=C(C=CC=C13)Cl)OC2